5-((4R)-8-(6-bromopyridin-3-yl)-4-methyl-octahydro-2H-pyrido[1,2-a]pyrazin-2-yl)quinoline-8-carbonitrile BrC1=CC=C(C=N1)C1CC2N([C@@H](CN(C2)C2=C3C=CC=NC3=C(C=C2)C#N)C)CC1